ClC1=C(C=C(C=C1)NC(NC1=CC=CC=C1)=O)S(=O)(=O)C 3-(4-chloro-3-methane-sulfonylphenyl)-1-phenylurea